rac-4-(8-((1S,2S)-2-methoxycyclobutyl)-3,8-diazabicyclo[3.2.1]octan-3-yl)-6-(1-methyl-1H-pyrazol-4-yl)pyrrolo[1,2-b]pyridazine CO[C@@H]1[C@H](CC1)N1C2CN(CC1CC2)C=2C=1N(N=CC2)C=C(C1)C=1C=NN(C1)C